Cl.N1[C@@H](CCC1)C#N (2S)-2-pyrrolidine-carbonitrile hydrochloride